ClC1=C(C=CC=C1C(=O)N1C[C@H]2CO[C@@H](CN2CC1)C=1C(NC=C(C1)Cl)=O)C=1C=C(NC1)C#N 4-(2-chloro-3-((3R,9aS)-3-(5-chloro-2-oxo-1,2-dihydropyridin-3-yl)octahydropyrazino[2,1-c][1,4]oxazine-8-carbonyl)phenyl)-1H-pyrrole-2-carbonitrile